C(C)(C)(C)OC(=O)N1[C@@H]2CC[C@H]([C@H]1C(=O)O)C2 (1R,3S,4S)-2-tert-butoxycarbonyl-2-azabicyclo[2.2.1]heptane-3-carboxylic acid